6-(6,7-dimethoxy-4-oxo-3,4-dihydro-phthalazin-1-yl)-3,4-dihydro-isoquinoline-2(1H)-sulfonamide hydrochloride Cl.COC=1C=C2C(NN=C(C2=CC1OC)C=1C=C2CCN(CC2=CC1)S(=O)(=O)N)=O